5-(2-ethoxy-3-pyridinyl)-N-[(6-fluoro-3-pyridinyl)methyl]-1-isopropyl-3-methyl-pyrazolo[4,3-b]pyridin-7-amine C(C)OC1=NC=CC=C1C1=CC(=C2C(=N1)C(=NN2C(C)C)C)NCC=2C=NC(=CC2)F